BrC1=C(C=C(C(=O)OC)C=C1)OC1CC1 methyl 4-bromo-3-cyclopropoxybenzoate